C(CCC)S(=O)N Butylsulfinamid